SCCC[Si](OCC)(OCC)C 3-mercaptopropylmethyldiethoxysilane